C(CCN)C[C@@H](C(=O)N[C@@H](CCCCNC(=O)CCCCC(=O)O)C(=O)N[C@@H](CCCCN)C(=O)N[C@@H](CCCCNC(=O)CCCCC(=O)O)C(=O)N[C@@H](CCCCN)C(=O)O)NC(=O)CCCCC(=O)N[C@@H](CCCCN)C(=O)N[C@@H](CCCCNC(=O)CCCCC(=O)O)C(=O)NC(CCCCN)C(=O)N[C@@H](CCCCOC(=O)CCCCC(=O)O)C(=O)N[C@@H](CCCCN)C(=O)O The molecule is a polyamide that is an oligo-L-lysine derivative in which four of the lysine residues carry adipic acid, which is linked via one of the carboxy groups to the epsilon-amino function. It is used as a haptenic carrier. It contains a L-lysine residue.